CC1=C(C=CC=C1C)N1CCN(CC1)CCCNC(=O)C=1C=CC2=C(N(C(=N2)C2=CC(=C(C(=C2)OC)OC)OC)C2CC(C2)C(NC)=O)C1 N-(3-(4-(2,3-dimethylphenyl)piperazin-1-yl)propyl)-1-((1r,3r)-3-(methylcarbamoyl)cyclobutyl)-2-(3,4,5-trimethoxyphenyl)-1H-benzo[d]imidazole-6-carboxamide